N-(2-hydroxybenzyl)benzamide OC1=C(CNC(C2=CC=CC=C2)=O)C=CC=C1